C(C=C)(=O)N1CC(CC1)C=1C=C(C=C2C=NC=NC12)C=1C=NC=C(C#N)C1 5-(8-(1-propenoylpyrrolidin-3-yl)quinazolin-6-yl)nicotinonitrile